2,4-Dichloro-N-cyclobutylpyrimidin-5-amine ClC1=NC=C(C(=N1)Cl)NC1CCC1